(S)-2-(5-Fluoro-2-pyridyl)-6-methyl-3-(6-methyl-1H-pyrazolo[3,4-b]pyridin-4-yl)-6,7-dihydro-4H-pyrazolo[5,1-c][1,4]oxazine FC=1C=CC(=NC1)C1=NN2C(CO[C@H](C2)C)=C1C1=C2C(=NC(=C1)C)NN=C2